ClC=1C=NC(=NC1)CN1C(=NC2=C1C=C(C=C2)F)N2C[C@H]([C@H](CC2)OC)N (3R,4S)-1-(1-((5-Chloropyrimidin-2-yl)methyl)-6-fluoro-1H-benzo[d]imidazol-2-yl)-4-methoxypiperidin-3-amin